1-(4-Chlorophenyl)propan-2-one ClC1=CC=C(C=C1)CC(C)=O